OC(C)(C)C=1C=C(C=CC1)S(=O)(N)=N 3-(2-hydroxypropan-2-yl)benzenesulfonimidamide